SPHINGANINE OC[C@H](N)[C@H](O)CCCCCCCCCCCCCCC